3-chloro-6-(4-piperidyloxy)pyridazine ClC=1N=NC(=CC1)OC1CCNCC1